O=C1N(C(CC1)=O)OC(CN1CCN(CCN(CCN(CC1)CC(=O)O)CC(=O)O)CC(=O)O)=O 2,2',2''-(10-(2-((2,5-dioxopyrrolidin-1-yl)oxy)-2-oxoethyl)-1,4,7,10-tetraazacyclododecane-1,4,7-triyl)triacetic acid